1,3-cyclobutanediethanol C1(CC(C1)CCO)CCO